OC(C(C(=O)OCC(CO)(COCC(CO)(CO)CO)CO)(O)O)(CCCCCCCCCCCCCCC)O dipentaerythritol tetrahydroxystearate